FC(OC1=CC=C(C=C1)[C@H](C)N[S@@](=O)C(C)(C)C)F (S)-N-((S)-1-(4-(difluoromethoxy)phenyl)ethyl)-2-methylpropane-2-sulfinamide